(R)-3-(((tert-butyldimethylsilyl)oxy)methyl)-4-(2-fluoro-6-(methoxycarbonyl)pyridin-3-yl)piperazine [Si](C)(C)(C(C)(C)C)OC[C@H]1CNCCN1C=1C(=NC(=CC1)C(=O)OC)F